ClC1=C(C(=CC(=C1)Cl)F)NC=1N(C2=NC(=NC=C2N1)N[C@H]1C[C@@H](CC1)O)C1CCC(CC1)(C(=O)N)C (1S,4s)-4-(8-(2,4-dichloro-6-fluorophenylamino)-2-((1R,3R)-3-hydroxycyclopentylamino)-9H-purin-9-yl)-1-methylcyclohexanecarboxamide